CC=1C=CC(=C(C1)NS(=O)(=O)C)OC1=CC=CC=C1 N-(5-methyl-2-phenoxyphenyl)methanesulfonamide